C(#N)CCN1C2CC(CC1CC2)NC2=NC(=CC(=N2)C(=O)N)NC2=NNC(=C2)C 2-(((3-Exo)-8-(2-cyanoethyl)-8-azabicyclo[3.2.1]oct-3-yl)amino)-6-((5-methyl-1H-pyrazol-3-yl)amino)pyrimidine-4-carboxamide